FC=1C=C(C=CC1F)C1=C(N=CN1)C=1N=C2C=C(C=NC2=CC1)NCCN1CCNCC1 6-[5-(3,4-difluorophenyl)-1H-imidazol-4-yl]-N-(2-piperazin-1-ylethyl)-1,5-naphthyridin-3-amine